[PH2](O)=O.C1=CCCCC1 cyclohexene, phosphinic acid salt